CC1(CC1)C(=O)NCC=1NC2=CC(=CC=C2C1)OCC#C 1-methyl-N-((6-(prop-2-yn-1-yloxy)-1H-indol-2-yl)methyl)cyclopropane-1-carboxamide